C(CCC)OC1=C(C(=CC2=C1C(N1[C@@H](CO2)C[C@@H](C1)OC1=NC=C2CCC(NC2=C1)=O)=O)C)F (2S,11aR)-6-Butoxy-7-fluoro-8-methyl-2-((2-oxo-1,2,3,4-tetrahydro-1,6-naphthyridin-7-yl)oxy)-2,3,11,11a-tetrahydro-1H,5H-benzo[f]pyrrolo[2,1-c][1,4]oxazepin-5-one